(2R,3R,4S,5R,6S)-2-(but-3-en-1-ylthio)-6-formyltetrahydro-2H-pyran-3,4,5-triyl tribenzoate C(C1=CC=CC=C1)(=O)O[C@H]1[C@H](O[C@@H]([C@@H]([C@@H]1OC(C1=CC=CC=C1)=O)OC(C1=CC=CC=C1)=O)C=O)SCCC=C